C[C@@H]1N(CCC1)C1=C(C=C2C(=N1)COC2)C(=O)O 2-[(2S)-2-methylpyrrolidin-1-yl]-5,7-dihydrofuro[3,4-b]pyridine-3-carboxylic acid